CN(C1CNCCC1)C N,N-dimethyl-piperidin-3-amine